BrC1=CC=C(S1)C(C(=O)OCC)(C)O ethyl 2-(5-bromothiophen-2-yl)-2-hydroxypropanoate